C(C)(C)(C)OC(=O)N[C@@H](CC(=O)OCC)C=1C=C(C=C(C1F)C1CC1)C1=C(C=C(C=C1C)C1CC1)O Ethyl (S)-3-((tert-butoxycarbonyl)amino)-3-(4',5-dicyclopropyl-4-fluoro-2'-hydroxy-6'-methyl-[1,1'-biphenyl]-3-yl)propanoate